p-biphenylsulfonat C=1(C(=CC=CC1)S(=O)(=O)[O-])C1=CC=CC=C1